FC=1C=C(CC2=NC=CC(=C2)N2N=NC=3C(NCCC32)=O)C=C(C1)C(F)(F)F 1-(2-(3-fluoro-5-(trifluoromethyl)benzyl)pyridin-4-yl)-1,5,6,7-tetrahydro-4H-[1,2,3]triazolo[4,5-c]pyridin-4-one